CC=1N=C(C2=C(N1)C=NC(=C2)N2CC1(C2)CNC(C1)=O)N[C@H](C)C1=C(C(=CC=C1)C(F)(F)F)C 2-[2-methyl-4-({(1R)-1-[2-methyl-3-(trifluoromethyl)phenyl]ethyl}amino)pyrido[3,4-d]pyrimidin-6-yl]-2,6-diazaspiro[3.4]octan-7-one